C(C\C=C/C=C/C)CC(C(=O)[O-])=O Z,E-3,5-Heptadienylpyruvat